C(CCCCCCC)(=O)O.C(CC)C(CO)O propylethylene glycol monocaprylate